ClC=1C=C2C=C(NC2=CC1)C(=O)O 5-CHLOROINDOLE-2-CARBOXYLIC ACID